CNC(C(=O)O)CC1=CC(=C(C(=C1)F)OC)F 2-(Methylamino)-3-(3,5-difluoro-4-methoxyphenyl)propanoic acid